FC=1C=C(C=CC1Br)N1CCCCC1 1-(3-fluoro-4-bromophenyl)-piperidine